(E)-N-hydroxy-3-(4-((2-methoxy-5-(methyl(2-oxo-2H-chromen-4-yl)amino)phenoxy)-methyl)phenyl)acrylamide ONC(\C=C\C1=CC=C(C=C1)COC1=C(C=CC(=C1)N(C1=CC(OC2=CC=CC=C12)=O)C)OC)=O